N-(4-(4-amino-7-(1-isobutyrylpiperidin-4-yl)pyrrolo[2,1-f][1,2,4]triazin-5-yl)phenyl)-4-methoxy-2-oxo-1-phenyl-1,2-dihydropyridine-3-carboxamide NC1=NC=NN2C1=C(C=C2C2CCN(CC2)C(C(C)C)=O)C2=CC=C(C=C2)NC(=O)C=2C(N(C=CC2OC)C2=CC=CC=C2)=O